tertbutyl N-[3-({8-[(tert-butoxycarbonyl)amino]octyl}amino)propyl]carbamate C(C)(C)(C)OC(=O)NCCCCCCCCNCCCNC(OC(C)(C)C)=O